3-(p-cumenyl)-2-methyl-propionic acid C1(=CC=C(C=C1)CC(C(=O)O)C)C(C)C